FC=1C(=CC=2C3=CC=CC=C3C3=CC=CC=C3C2C1)B1OC(C(O1)(C)C)(C)C 2-(3-Fluorotriphenylen-2-yl)-4,4,5,5-tetramethyl-1,3,2-dioxaborolane